FC=1C(=NC(=CC1C=1NC2=CC=C(C=C2C1C(C)C)C1CCNCC1)C)C 2-(3-fluoro-2,6-dimethylpyridin-4-yl)-3-isopropyl-5-(piperidin-4-yl)-1H-indole